[Ru].[Ag].[Cu].[Pd] PALLADIUM COPPER SILVER RUTHENIUM